4-[3-[4-(3-Carboxypropanoyloxy)phenyl]-3-oxoprop-1-enyl]benzoic acid C(=O)(O)CCC(=O)OC1=CC=C(C=C1)C(C=CC1=CC=C(C(=O)O)C=C1)=O